Tetramethyl-ammonium hydroxide 2-(2-(2-(2-(cyclohex-3-en-1-yloxy)ethoxy)ethoxy)ethoxy)ethyl-acrylate C1(CC=CCC1)OCCOCCOCCOCCOC(C=C)=O.[OH-].C[N+](C)(C)C